4,4-dimethyl-6-(5-(3-methyl-3,8-diazabicyclo[3.2.1]octane-8-carbonyl)-1H-pyrrolo[2,3-b]pyridin-3-yl)-3,4-dihydroisoquinolin-1(2H)-one CC1(CNC(C2=CC=C(C=C12)C1=CNC2=NC=C(C=C21)C(=O)N2C1CN(CC2CC1)C)=O)C